FC(C=1C=C(C=C(C1)C(F)(F)F)C1=NN(C=N1)C=C(C#N)C1=NC=CC=C1)(F)F 3-(3-(3,5-bis(trifluoromethyl)phenyl)-1H-1,2,4-triazol-1-yl)-2-(pyridin-2-yl)acrylonitrile